N1=C(C=CC(=C1)CNC1=C2N=CN(C2=NC(=N1)C1=CC(=NC=C1)F)C(C)C)C=1C=NC=CC1 N-([2,3'-bipyridin]-5-ylmethyl)-2-(2-fluoropyridin-4-yl)-9-isopropyl-9H-purin-6-amine